NC=1C=NN(C1)CC1CCN(CC1)C(=O)OC(C)(C)C tert-butyl 4-((4-amino-1H-pyrazol-1-yl)methyl)piperidine-1-carboxylate